Trans-3-(((4-((4-fluoro-2-methyl-1H-indol-5-yl)oxy)-6-methoxyquinolin-7-yl)oxy)methyl)cyclobutylamine FC1=C2C=C(NC2=CC=C1OC1=CC=NC2=CC(=C(C=C12)OC)OC[C@@H]1C[C@H](C1)N)C